FC=1C=C(C(=C(C1)NC1=C(N=NC(=C1)NC1=NC=C(C=C1)C(C)(C)O)C(=O)NC([2H])([2H])[2H])OC)C1=NC=CC=N1 4-((5-fluoro-2-methoxy-3-(pyrimidin-2-yl)phenyl)amino)-6-((5-(2-hydroxypropan-2-yl)pyridin-2-yl)amino)-N-(methyl-d3)pyridazine-3-carboxamide